1-(4-(2-(4-isopropyl-5-(8-methoxy-[1,2,4]triazolo[1,5-a]pyridin-6-yl)-1H-pyrazol-3-yl)-4-methylthiazol-5-yl)cyclohexyl)-3-(trifluoromethyl)azetidin-3-ol C(C)(C)C=1C(=NNC1C=1C=C(C=2N(C1)N=CN2)OC)C=2SC(=C(N2)C)C2CCC(CC2)N2CC(C2)(O)C(F)(F)F